6-isopropyl-5-(2-methyl-4-pyridyl)-7-oxido-1-tetrahydropyran-2-yl-pyrazolo[4,3-g]Isoquinolin-7-ium C(C)(C)C=1[N+](=CC2=CC3=C(C=C2C1C1=CC(=NC=C1)C)C=NN3C3OCCCC3)[O-]